p-fluoroacetophenone phenylhydrazone C1(=CC=CC=C1)NN=C(C)C1=CC=C(C=C1)F